N-(5-nitropyridin-2-yl)-2-(trifluoromethyl)benzamide [N+](=O)([O-])C=1C=CC(=NC1)NC(C1=C(C=CC=C1)C(F)(F)F)=O